4-(2-(3-(dimethylamino)propyl)-6-(2-fluorophenyl)-2H-indazol-3-yl)-3,6-dihydropyridine-1(2H)-carboxylic acid tert-butyl ester C(C)(C)(C)OC(=O)N1CCC(=CC1)C=1N(N=C2C=C(C=CC12)C1=C(C=CC=C1)F)CCCN(C)C